1-(cyclopropylmethyl)-2-(1-((3-(3-fluorophenyl)-1-methyl-1H-indol-6-yl)methyl)piperidin-4-yl)-1H-benzo[d]imidazole C1(CC1)CN1C(=NC2=C1C=CC=C2)C2CCN(CC2)CC2=CC=C1C(=CN(C1=C2)C)C2=CC(=CC=C2)F